C1=CC(=CC=C1CCNC(=O)CC[C@@H](C(=O)O)N)O gamma-glutamyltyramine